C(C)(=O)N(C1=C(C=C(C=C1)SC(Cl)(Cl)Cl)F)C N-acetyl-N-methyl-2-fluoro-4-trichloromethylthioaniline